C12(CC(C1)C2)N2CC(C(CC2)C2=NC1=C(N2CC(F)(F)F)C=C(C=C1C(=O)N)C#CCNC1=C(C=C(C=C1)C(NC)=O)OC)C [1-(1-bicyclo[1.1.1]pentanyl)-3-methyl-4-piperidyl]-6-[3-[2-methoxy-4-(methylcarbamoyl)anilino]prop-1-ynyl]-1-(2,2,2-trifluoroethyl)benzimidazole-4-carboxamide